C[C@@](N(C)C(=O)OC(C)(C)C)(CC1=CC=CC=C1)C(=O)O methyl-N-(tert-butoxycarbonyl)-N-methyl-D-phenylalanine